ClC1=CC(=C(S1)C(=O)N)OCC1N(CCC1)C 5-cHloro-3-((1-methylpyrrolidin-2-yl)methoxy)thiophene-2-carboxamide